ClC1=CC(=C2C(=N1)C(=NN2C2COC2)N2C(C1=CC=CC=C1C2=O)=O)C=C (5-chloro-1-(oxetan-3-yl)-7-vinyl-1H-pyrazolo[4,3-B]pyridin-3-yl)isoindoline-1,3-dione